N[C@@H]1C2=C(OC13CCN(CC3)C3=C(N=C1C(=N3)NN=C1C#CC1=C(C=C(C=C1F)F)Cl)CO)C=CC=C2 (R)-(6-(3-amino-3H-spiro[benzofuran-2,4'-piperidine]-1'-yl)-3-((2-chloro-4,6-difluorophenyl)ethynyl)-1H-pyrazolo[3,4-b]pyrazin-5-yl)methanol